1,3-bis[(2-pentyloxycyclohexan-1-yl)methyl]imidazolium C(CCCC)OC1C(CCCC1)CN1C=[N+](C=C1)CC1C(CCCC1)OCCCCC